CC1(CC(C2=CC(=CC=C12)C(=O)O)(C1=CC=C(C=C1)C(=O)O)C)C 1,1,3-trimethyl-5-carboxy-3-(p-carboxyphenyl)-indane